tert-butyl (2R)-2-[2,3-dichloro-6-(methoxymethoxy)phenyl]-4-(2-methoxy-2-oxoethyl)-4-methylpyrrolidine-1-carboxylate ClC1=C(C(=CC=C1Cl)OCOC)[C@@H]1N(CC(C1)(C)CC(=O)OC)C(=O)OC(C)(C)C